ClCC(=O)C=1C=C2CC(NC2=CC1Cl)=O 5-(2-chloroacetyl)-6-chloro-1,3-dihydro-indol-2-one